2-Chloro-4-(5-{7-ethyl-7-[(2R)-2-(hydroxymethyl)pyrrolidin-1-yl]-6,7,8,9-tetrahydro-5H-benzo[7]annulen-2-yl}-1H-pyrazolo[3,4-b]pyridin-3-yl)benzamide ClC1=C(C(=O)N)C=CC(=C1)C1=NNC2=NC=C(C=C21)C=2C=CC1=C(CCC(CC1)(N1[C@H](CCC1)CO)CC)C2